3-((2-amino-6-fluoro-7-(1H-pyrazol-5-yl)quinolin-4-yl)amino)propan-1-ol NC1=NC2=CC(=C(C=C2C(=C1)NCCCO)F)C1=CC=NN1